(S)-2-(4-(2-(2-(azepan-1-yl)ethoxy)-7-(8-chloro-7-fluoronaphthalen-1-yl)-5,6,7,8-tetrahydropyrido[3,4-d]pyrimidin-4-yl)-1-(2-fluoroacryloyl)piperazin-2-yl)acetonitrile N1(CCCCCC1)CCOC=1N=C(C2=C(N1)CN(CC2)C2=CC=CC1=CC=C(C(=C21)Cl)F)N2C[C@@H](N(CC2)C(C(=C)F)=O)CC#N